ClC1=C(CNC(=O)[C@]2(C=3C=CC=NC3[C@@](CC2)(CO)O)F)C=CC(=C1Cl)F (5S,8S)-N-(2,3-dichloro-4-fluorobenzyl)-5-fluoro-8-hydroxy-8-(hydroxymethyl)-5,6,7,8-tetrahydroquinoline-5-carboxamide